2-(6-((1r,3r,5s)-7-fluoro-9-azabicyclo[3.3.1]non-3-yloxy)pyridazin-3-yl)-5-(1H-pyrazol-4-yl)phenol FC1C[C@@H]2CC(C[C@H](C1)N2)OC2=CC=C(N=N2)C2=C(C=C(C=C2)C=2C=NNC2)O